C1(=CC=CC=C1)CCCCOOC=1C=C2C(N(C(C2=CC1NS(=O)(=O)C1=CC=CC=C1)=O)CCC(=O)O)=O 5-(4-phenylbutoxy)oxy-6-benzenesulfonamido-N-carboxyethyl-isoindolin-1,3-dione